C1(CCCC1)NC(=O)NCC1=CC(=NC=C1)OC(F)F 1-cyclopentyl-3-[[2-(difluoromethoxy)pyridin-4-yl]methyl]urea